N-(trans-4-fluorotetrahydrofuran-3-yl)-2-methoxybenzamide F[C@H]1[C@@H](COC1)NC(C1=C(C=CC=C1)OC)=O